ClC=1C=C2C(=NC(N3C2=C(C1C1=C(C=C(C(=C1)Cl)F)F)SC[C@@H](C3)OC)=O)N3CCN(CC3)C(=O)OCCCC butyl 4-((3R)-10-chloro-11-(5-chloro-2,4-difluorophenyl)-3-methoxy-6-oxo-3,4-dihydro-2H,6H-[1,4]thiazepino[2,3,4-ij]quinazolin-8-yl)piperazine-1-carboxylate